dimethyl-laurylamine oxide C[N+](CCCCCCCCCCCC)(C)[O-]